rac-(3RS,5SR)-5-(2-aminopyrimidin-5-yl)tetrahydrofuran-3-yl ((S)-4,4,4-trifluorobutan-2-yl)carbamate FC(C[C@H](C)NC(O[C@H]1CO[C@@H](C1)C=1C=NC(=NC1)N)=O)(F)F |&1:8,11|